NC1CC=C(CC1)C1=CN=C(C=2N1C(=NC2Br)C(C)C)N 5-(4-aminocyclohex-1-en-1-yl)-1-bromo-3-isopropylimidazo[1,5-a]pyrazin-8-amine